3-(Tridecyloxy)-2,2-bis((tridecyloxy)methyl)propyl 4-bromobutanoate BrCCCC(=O)OCC(COCCCCCCCCCCCCC)(COCCCCCCCCCCCCC)COCCCCCCCCCCCCC